2-Chloro-N-(2-{4-[(6-cyanopyridin-2-yl)oxy]piperidin-1-yl}-2-[4-(difluoromethyl)-1,3-thiazol-5-yl]ethyl)-6-fluorobenzamid ClC1=C(C(=O)NCC(C2=C(N=CS2)C(F)F)N2CCC(CC2)OC2=NC(=CC=C2)C#N)C(=CC=C1)F